O=C1N(C(C2=CC=CC=C12)=O)C[C@@H]1CN(CC(N1)=O)C(=O)OCC1=CC=CC=C1 benzyl (3R)-3-[(1,3-dioxoisoindolin-2-yl)methyl]-5-oxo-piperazine-1-carboxylate